C(C)(C)(C)OC(NCC=1N(C=C(N1)C1=NC=CC=C1)C)=O ((1-methyl-4-(pyridin-2-yl)-1H-imidazol-2-yl)methyl)carbamic acid tert-butyl ester